COC1=C(C(=C(C=C1C2=CC(=C(C=C2)O)O)O)C3=CC(=C(C=C3)O)O)O The molecule is a para-terphenyl that is 6'-O-desmethylterphenyllin substituted by additional hydroxy groups at positions 3 and 3''. Isolated from Penicillium chermesinum, it exhibits inhibitory activity against alpha-glucosidase. It has a role as an EC 3.2.1.20 (alpha-glucosidase) inhibitor and a Penicillium metabolite. It is a para-terphenyl, a member of benzenediols and a member of guaiacols. It derives from a terphenyllin.